ClC1=C(C(=C(C=C1)C1=C(C(=NN1)C=1C=C(C(=O)O)C=CC1)CC(=O)NO)F)O 3-[5-(4-chloro-2-fluoro-3-hydroxy-phenyl)-4-[2-(hydroxyamino)-2-oxo-ethyl]-1H-pyrazol-3-yl]Benzoic acid